N-(1-cyclopropyl-2-oxo-1,2-dihydropyridin-3-yl)-6-isopropoxy-2-((1S,4S)-1-methyl-2-oxabicyclo[2.2.1]heptan-4-yl)-2H-indazole-5-carboxamide C1(CC1)N1C(C(=CC=C1)NC(=O)C1=CC2=CN(N=C2C=C1OC(C)C)[C@@]12CO[C@@](CC1)(C2)C)=O